Diisopropoxyaluminum C(C)(C)O[Al]OC(C)C